5-(4,4,5,5-tetramethyl-1,3,2-dioxaborolan-2-yl)naphthalen-1-ol methyl-10-(cyclopropylcarbamoyl)-6-hydroxy-[1,2,4]triazolo[5,1-a]isoquinoline-5-carboxylate CC1=NN2C(C3=C(C=CC=C3C(=C2C(=O)OC2=CC=CC3=C(C=CC=C23)B2OC(C(O2)(C)C)(C)C)O)C(NC2CC2)=O)=N1